(2-(5-butyl-3,6-dimethoxypyridin-2-yl)ethyl)carbamic acid tert-butyl ester C(C)(C)(C)OC(NCCC1=NC(=C(C=C1OC)CCCC)OC)=O